N1(CCOCC1)C(=O)N1C2CC(CC1CC2)C2=NNC(=C2)N 3-[8-(morpholin-4-carbonyl)-8-azabicyclo[3.2.1]octan-3-yl]-1H-pyrazol-5-amine